N-[4-cyano-2-(1-isopropyl-4-piperidyl)-3-pyridyl]-4-[5-[(1S,2S)-2-fluorocyclopropyl]-1,2,4-oxadiazol-3-yl]-4-methyl-piperidine-1-carboxamide C(#N)C1=C(C(=NC=C1)C1CCN(CC1)C(C)C)NC(=O)N1CCC(CC1)(C)C1=NOC(=N1)[C@H]1[C@H](C1)F